2-(isopropylthio)-6-methoxy-7-(3-(pyrrolidin-1-yl)propoxy)-N-(tetrahydro-2H-pyran-4-yl)quinazolin-4-amine C(C)(C)SC1=NC2=CC(=C(C=C2C(=N1)NC1CCOCC1)OC)OCCCN1CCCC1